6-bromo-2-methyl-4-azabenzimidazole BrC=1C=NC2=C(N=C(N2)C)C1